2-(benzofuran-3-yl)-1-(R)-((5-chloro-6-morpholinopyridin-2-yl)methylsulfonylamino)ethylboronic acid O1C=C(C2=C1C=CC=C2)C[C@H](NS(=O)(=O)CC2=NC(=C(C=C2)Cl)N2CCOCC2)B(O)O